tert-butyl (S)-2-(2,3,9-trimethyl-4-(4-(3-(methylamino)prop-1-yn-1-yl)phenyl)-6H-thieno[3,2-f][1,2,4]triazolo[4,3-a][1,4]diazepin-6-yl)acetate CC1=C(C=2C(=N[C@H](C=3N(C2S1)C(=NN3)C)CC(=O)OC(C)(C)C)C3=CC=C(C=C3)C#CCNC)C